tert-butyl (3S,4R)-3-[7-bromo-2-chloro-8-fluoro-6-(trifluoromethyl)quinazolin-4-yl]oxy-4-fluoro-pyrrolidine-1-carboxylate BrC1=C(C=C2C(=NC(=NC2=C1F)Cl)O[C@H]1CN(C[C@H]1F)C(=O)OC(C)(C)C)C(F)(F)F